Cl.BrC1=CC(=C(CCNCC2=C(C(=NC=C2CO)C)O)C=C1OC)OC 4-(((4-bromo-2,5-dimethoxyphenethyl)amino)methyl)-5-(hydroxymethyl)-2-methylpyridin-3-ol HCl